C(C)(C)C1=NOC(=N1)N1CCC(CC1)C(C)OC1=NN2C(S1)=NC(=C2)C=2C=NC(=CC2)S(=O)(=O)C 3-isopropyl-5-(4-(1-((6-(6-(methylsulfonyl)pyridin-3-yl)imidazo[2,1-b][1,3,4]thiadiazol-2-yl)oxy)ethyl)piperidin-1-yl)-1,2,4-oxadiazol